NC=1C2=C(N=CN1)N(C=C2C2=CC=C(C=C2)OC2=CC=CC=C2)C(CO)CO 2-(4-Amino-5-(4-phenoxyphenyl)-7H-pyrrolo[2,3-d]pyrimidin-7-yl)propane-1,3-diol